CN(CCCOC(=O)OC(CCOC(CCCCCCCCC)=O)CC(CCCCCCCC)CCCCCCCC)C 3-(((3-(dimethylamino)propoxy)carbonyl)oxy)-5-octyltridecyldecanoate